ClC=1C=C(C=2N(C(C(=C(N2)N2CC3=CC=CC=C3C2)C)=O)C1)[C@@H](C)NC1=C(C(=O)O)C=CC=C1 (R)-2-((1-(7-chloro-2-(isoindolin-2-yl)-3-methyl-4-oxo-4H-pyrido[1,2-a]pyrimidin-9-yl)ethyl)amino)benzoic acid